(5-Iodophenylfuran-3-yl)dihydropyrimidine-2,4(1H,3H)-dione IC=1C=CC=C(C1)C=1OC=CC1N1C(NC(CC1)=O)=O